C(C)N1N(C(=C(N1)C(=O)O)C(=O)O)CC.C(=O)(C=C)N[C@@H](CC1=CNC2=CC=CC=C12)C(=O)O N-acryl-tryptophan diethyl-2H-1,2,3-triazole-4,5-dicarboxylate